2-((2-methoxy-5-(3-methyl-1,2,4-thiadiazol-5-yl)phenyl)amino)ethan COC1=C(C=C(C=C1)C1=NC(=NS1)C)NCC